C(C)C1=C(C(=O)N2CCC(CC2)C2=C(C#N)C=CC=C2)C=C(C(=C1)CC)C1=NN=C(N1)CCOC (1-(2,4-diethyl-5-(5-(2-methoxyethyl)-4H-1,2,4-triazol-3-yl)benzoyl)piperidin-4-yl)benzonitrile